2-bromo-8,9-dihydro-7H-6-oxa-4,9a-diazabenzo[cd]azulen-3-amine BrC1=CN2CCCOC3=C2C1=C(N=C3)N